CNCCOC=1C(=NC=CN1)NC1=CC=C(C=C1)C(F)(F)F 3-(2-(methylamino)ethoxy)-N-(4-(trifluoromethyl)phenyl)pyrazin-2-amine